COC=1C=C2C(=NC=NC2=CC1OC)CCN1CCC(CC1)S(=O)(C)=N (1-(2-(6,7-dimethoxyquinazolin-4-yl)ethyl)piperidin-4-yl)(imino)(methyl)-λ6-sulfanone